7-benzyl-1,2,5,6,7,8-hexahydro-2,4,7-triaza-cyclopenta[b]naphthalen-3-one C(C1=CC=CC=C1)N1CCC=2N=C3C(=CC2C1)CNC3=O